(1S,3S)-3-((2-amino-7-bromoquinazolin-4-yl)amino)cyclopentanol NC1=NC2=CC(=CC=C2C(=N1)N[C@@H]1C[C@H](CC1)O)Br